6-METHOXY-3-METHYLPYRAZINE COC1=CN=C(C=N1)C